5-(benzyloxy)-2-methyl-N-(quinuclidin-3-yl)benzofuran-3-carboxamide C(C1=CC=CC=C1)OC=1C=CC2=C(C(=C(O2)C)C(=O)NC2CN3CCC2CC3)C1